C(C1=CC=CC=C1)S(=O)(=O)[O-].[Zn+2].C(C1=CC=CC=C1)S(=O)(=O)[O-] Zinc(II) Toluenesulfonate